2-(2-(4-(1-(4-chloro-3-fluorophenyl)-3,3-dimethyl-2,3-dihydro-1H-pyrrolo[3,2-b]pyridine-5-carbonyl)-3,3-dimethylpiperazin-1-yl)pyridin-4-yl)acetic acid ClC1=C(C=C(C=C1)N1CC(C2=NC(=CC=C21)C(=O)N2C(CN(CC2)C2=NC=CC(=C2)CC(=O)O)(C)C)(C)C)F